tert-Butyl (3-(methoxy(methyl)carbamoyl)-1,2,4-thiadiazol-5-yl)carbamate CON(C(=O)C1=NSC(=N1)NC(OC(C)(C)C)=O)C